BrC1=CC=2C(S1)=C(C1=C(SC(=C1)Br)C2C=2SC(=CC2)CC(CCCCCC)CC)C=2SC(=CC2)CC(CCCCCC)CC 2,6-dibromo-4,8-di(5-(2-ethyloctyl)thiophene-2-yl)benzo[1,2-b:4,5-b']dithiophene